(S)-1-((2-methyl-1H-imidazo[4,5-c]pyridin-6-yl)methyl)-2-phenethyl-4-((trifluoromethyl)sulfonyl)-2,3,4,5-tetrahydro-1H-benzo[e][1,4]diazepine CC=1NC2=C(C=NC(=C2)CN2[C@H](CN(CC3=C2C=CC=C3)S(=O)(=O)C(F)(F)F)CCC3=CC=CC=C3)N1